(±)-6-chloro-3-((1-(3-fluoro-9-methyl-7-oxo-5,7-dihydro-6H-benzo[c]xanthen-11-yl)ethyl)amino)picolinic acid ClC1=CC=C(C(=N1)C(=O)O)N[C@H](C)C=1C=2OC=3C4=C(CCC3C(C2C=C(C1)C)=O)C=C(C=C4)F |r|